COC(C=C)=O.C(C)N(C(S)=S)CC N,N-diethyl-dithiocarbamic acid methyl-acrylate